COC1=C(C=C2C(=N1)N(N=C2)C)B2OC(C(O2)(C)C)(C)C 6-methoxy-1-methyl-5-(4,4,5,5-tetramethyl-1,3,2-dioxaborolan-2-yl)pyrazolo[3,4-b]Pyridine